1,3,5,7-tetramethyl-8-phenyl-2,4,6-trioxa-8-phosphatricyclo[3.3.1.13,7]decane CC12OC3(OC(OC(P1C1=CC=CC=C1)(C3)C)(C2)C)C